ClC1=C(C(=C(C=N1)N)I)F 6-chloro-5-fluoro-4-iodopyridin-3-amine